N-[(1S)-1-benzhydryl-2-[4-(4-methyl-1,2,4-triazol-3-yl)anilino]-2-oxo-ethyl]-2-methyl-pyrazole-3-carboxamide C(C1=CC=CC=C1)(C1=CC=CC=C1)[C@@H](C(=O)NC1=CC=C(C=C1)C1=NN=CN1C)NC(=O)C=1N(N=CC1)C